tert-butyl 4-[5-[(6-acetyl-8-cyclopentyl-5-methyl-7-oxo-pyrido[2,3-d]pyrimidin-2-yl)amino]-2-pyridyl]piperidine-1-carboxylate C(C)(=O)C1=C(C2=C(N=C(N=C2)NC=2C=CC(=NC2)C2CCN(CC2)C(=O)OC(C)(C)C)N(C1=O)C1CCCC1)C